(9R,10R)-9,10-dihydroxy-2,2,17,17-tetramethyloctadecanedioic acid O[C@H](CCCCCCC(C(=O)O)(C)C)[C@@H](CCCCCCC(C(=O)O)(C)C)O